C[C@H]([C@@H](C(=O)O)NC(=O)[C@H](CC1=CC=CC=C1)N)O The molecule is a dipeptide composed of L-phenylalanine and L-threonine joined by a peptide linkage. It has a role as a metabolite. It derives from a L-phenylalanine and a L-threonine.